CN1C(C(=C(C2=CC=CC=C12)N1[C@@H]([C@@H](CC1)C1=CC=CC=C1)C)C#N)=O |r| 1-methyl-4-[rac-(2R,3S)-2-methyl-3-phenylpyrrolidin-1-yl]-2-oxo-1,2-dihydroquinoline-3-carbonitrile